1-ethyl-6-methoxy-3-(2-methoxy-2-oxoethyl)-1H-1,3-benzodiazol-3-ium bromide [Br-].C(C)N1C=[N+](C2=C1C=C(C=C2)OC)CC(=O)OC